lead-aluminum silicate [Si]([O-])([O-])([O-])[O-].[Al+3].[Pb+2]